O=C([C@H](O)[C@@H](O)[C@H](O)[C@H](O)CO)[O-].O=C([C@H](O)[C@@H](O)[C@H](O)[C@H](O)CO)[O-].[Fe+2] ferrous bisgluconate